(4S)-4-Methyl-2-{[1-(1-methylcyclopropan-1-carbonyl)piperidin-4-yl]methyl}-N-{[(2S)-oxolan-2-yl]methyl}-8-(trifluoromethyl)-4,5-dihydro-2H-furo[2,3-g]indazol-7-carboxamid C[C@@H]1C2=CN(N=C2C2=C(C1)OC(=C2C(F)(F)F)C(=O)NC[C@H]2OCCC2)CC2CCN(CC2)C(=O)C2(CC2)C